(3S)-7-bromo-6-chloro-5-(2,6-difluorophenyl)-3-(methoxymethyl)-1,3-dihydro-1,4-benzodiazepin-2-one BrC=1C=CC2=C(C(=N[C@H](C(N2)=O)COC)C2=C(C=CC=C2F)F)C1Cl